2-(3-(3-(1,3-dioxoisoindol-2-yl)-4-(7-(hydroxymethyl)-7H-pyrrolo[2,3-d]pyrimidin-4-yl)-1H-pyrazol-1-yl)-1-((2,2,2-trifluoroethyl)sulfonyl)azetidin-3-yl)acetonitrile O=C1N(C(C2=CC=CC=C12)=O)C1=NN(C=C1C=1C2=C(N=CN1)N(C=C2)CO)C2(CN(C2)S(=O)(=O)CC(F)(F)F)CC#N